tert-butyl (2R,3R)-3-((7-chloro-8-fluoro-2-(methylthio)pyrido[4,3-d]pyrimidin-4-yl)(methyl)amino)-2-methylpyrrolidine-1-carboxylate ClC1=C(C=2N=C(N=C(C2C=N1)N([C@H]1[C@H](N(CC1)C(=O)OC(C)(C)C)C)C)SC)F